CC(=O)NC1=NC(=O)N(C=C1)[C@H]2[C@@H]([C@@H]([C@H](O2)CO)O)O ACetylCytidine